(((2,6-Dimethoxy-4-(4-phenyl-5-(thiophen-2-yl)-1H-imidazol-2-yl)phenoxy) carbonyl)oxy)(phenyl)methyl pivalate C(C(C)(C)C)(=O)OC(C1=CC=CC=C1)OC(=O)OC1=C(C=C(C=C1OC)C=1NC(=C(N1)C1=CC=CC=C1)C=1SC=CC1)OC